4-(furo[3,2-c]pyridin-4-yl)-N-(2-azaspiro[3.3]heptan-6-yl)benzamide tert-butyl-((3-bromo-2,4,6-trifluorophenyl)sulfonyl)-(isothiazol-3-yl)carbamate C(C)(C)(C)C=1C(=NSC1)N(C(O)=O)S(=O)(=O)C1=C(C(=C(C=C1F)F)Br)F.O1C=CC=2C(=NC=CC21)C2=CC=C(C(=O)NC1CC3(CNC3)C1)C=C2